(R)-5-(8-(3-(trifluoromethyl)pyrrolidin-1-yl)imidazo[1,2-b]pyridazin-6-yl)pyrimidine-2,4(1H,3H)-dione FC([C@H]1CN(CC1)C=1C=2N(N=C(C1)C=1C(NC(NC1)=O)=O)C=CN2)(F)F